3-cyclopropylmethyl-5-[2-(2,6-dichlorophenyl)-5-phenyl-3H-imidazol-4-yl]-2-methyl-3H-imidazo[4,5-b]pyridine methanesulfonate CS(=O)(=O)O.C1(CC1)CN1C(=NC=2C1=NC(=CC2)C=2NC(=NC2C2=CC=CC=C2)C2=C(C=CC=C2Cl)Cl)C